4-phenyl-9H-carbazole-1,2,3,5,6,7,8-d7 Diethyl-(4-((7,9-difluoro-2-(prop-1-en-2-yl)-5H-pyrido[3,2-b]indol-5-yl)methyl)benzyl)phosphonate C(C)OP(OCC)(=O)CC1=CC=C(C=C1)CN1C2=C(C=3C(=CC(=CC13)F)F)N=C(C=C2)C(=C)C.C2(=CC=CC=C2)C2=C(C(=C(C=1NC3=C(C(=C(C(=C3C21)[2H])[2H])[2H])[2H])[2H])[2H])[2H]